5-(3-chloroimidazo[1,2-a]pyrimidin-6-yl)-N-(2-azaspiro[3.3]heptane-6-yl)pyrrolo[2,1-f][1,2,4]triazin-2-amine ClC1=CN=C2N1C=C(C=N2)C=2C=CN1N=C(N=CC12)NC1CC2(CNC2)C1